C(C)(C)C12CC(CN2C(C2=C1SC=C2)=O)=C 8a-isopropyl-7-methylene-6,7,8,8a-tetrahydro-4H-thieno[2,3-a]pyrrolizin-4-one